N-(3,5-dichloro-4-(2,6-dioxopiperidin-3-yl)benzyl)-2-methyl-2-(1-((2-(trimethylsilyl)ethoxy)methyl)-1H-benzo[d]imidazol-6-yl)propanamide ClC=1C=C(CNC(C(C)(C=2C=CC3=C(N(C=N3)COCC[Si](C)(C)C)C2)C)=O)C=C(C1C1C(NC(CC1)=O)=O)Cl